C(C1=CC=CC=C1)O[C@@H]1C[C@@]2(N(C=3C(=NN=C(C3)Cl)NC2=O)C1)CC (6aS,8R)-8-(benzyloxy)-2-chloro-6a-ethyl-6a,7,8,9-tetrahydropyrrolo[1',2':4,5]pyrazino[2,3-c]pyridazin-6(5H)-one